6-(4-isopropyl-3-(5-(6-(2-methoxyethyl)-2,6-diazaspiro[3.3]hept-2-yl)pyridin-2-yl)-1H-pyrazol-5-yl)-8-methoxy-[1,2,4]triazolo[1,5-a]pyridine C(C)(C)C=1C(=NNC1C=1C=C(C=2N(C1)N=CN2)OC)C2=NC=C(C=C2)N2CC1(C2)CN(C1)CCOC